(S)-4-(cyclopropylamino)-3,4-dioxo-1-((S)-2-oxopyrrolidin-3-yl)butan C1(CC1)NC(C(CC[C@@H]1C(NCC1)=O)=O)=O